(4-(3-Methyloxyoxetan-3-yl)phenyl)(9-(4-(trifluoromethyl)phenyl)-3,9-diazaspiro[5.5]undecan-3-yl)methanone methyl-4-bromo-2-thiophenecarboxylate COC(=O)C=1SC=C(C1)Br.COC1(COC1)C1=CC=C(C=C1)C(=O)N1CCC2(CC1)CCN(CC2)C2=CC=C(C=C2)C(F)(F)F